5-fluoro-1-methyl-3-(piperidin-4-yl)-1H-pyrrolo[2,3-b]Pyridine FC=1C=C2C(=NC1)N(C=C2C2CCNCC2)C